BrC1=C(C=CC=C1)SC1=C(C=C(C=C1)C)C 2-bromophenyl-2,4-dimethyl-phenylsulfane